CC1=NN(C2=NC(=NC=C21)NC2=CC(=NC=C2C)C2=CC=NN2C)C2CCOCC2 3-methyl-N-(5-methyl-2-(1-methyl-1H-pyrazol-5-yl)pyridin-4-yl)-1-(tetrahydro-2H-pyran-4-yl)-1H-pyrazolo[3,4-d]pyrimidin-6-amine